C(C)(C)C=1C(=CC2=C(N(C(N2)=O)C2CCN(CC2)C2COC2)C1)C=1C=C(C=2N(C1)N=CN2)OC 6-Isopropyl-5-(8-methoxy-[1,2,4]triazolo[1,5-a]pyridin-6-yl)-1-(1-(oxetan-3-yl)piperidin-4-yl)-1,3-dihydro-2H-benzo[d]imidazol-2-on